ethyl (S)-3-(3-(4-hydroxy-1-methyl-2-oxo-1,2-dihydropyridin-3-yl)ureido)-3-(3'-methoxy-6-(trifluoromethoxy)biphenyl-3-yl)propanoate OC1=C(C(N(C=C1)C)=O)NC(N[C@@H](CC(=O)OCC)C=1C=C(C(=CC1)OC(F)(F)F)C1=CC(=CC=C1)OC)=O